OC1=C(C=C(/C=C/C=2C=C(C=C(C2CC=C(C)C)OC)NC=O)C=C1)OC (E)-N-(3-(4-hydroxy-3-methoxystyryl)-5-methoxy-4-(3-methylbut-2-en-1-yl)phenyl)carboxamide